NC1=NC2=NC=C(N=C2C(N1)=O)CNC1=CC=C(C(=O)N[C@@H](CCC(NCCCCC=2N=NN(C2)CCOCCC(OC2=C(C(=C(C(=C2F)F)F)F)F)=O)=O)C(=O)O)C=C1 N2-(4-(((2-amino-4-oxo-3,4-dihydropteridin-6-yl)methyl)amino)benzoyl)-N5-(4-(1-(2-(3-oxo-3-(perfluorophenoxy)propoxy)ethyl)-1H-1,2,3-triazol-4-yl)butyl)-L-glutamine